(R)-6-((5-azaspiro[2.4]heptan-5-yl)methyl)-2-(6-ethoxy-4-(1-(4-methyl-4H-1,2,4-triazol-3-yl)propan-2-yl)pyridin-2-yl)-4-(trifluoromethyl)isoindolin-1-one formate C(=O)O.C1CC12CN(CC2)CC2=CC(=C1CN(C(C1=C2)=O)C2=NC(=CC(=C2)[C@@H](CC2=NN=CN2C)C)OCC)C(F)(F)F